6-[[3-fluoro-5-(trifluoromethyl)-2-pyridyl]oxy]-2-azaspiro[3.3]heptane FC=1C(=NC=C(C1)C(F)(F)F)OC1CC2(CNC2)C1